2-bromo-4-phenylthiazole BrC=1SC=C(N1)C1=CC=CC=C1